(E)-1-((4-isopropylphenyl)azo)naphthalene-2-ol C(C)(C)C1=CC=C(C=C1)\N=N\C1=C(C=CC2=CC=CC=C12)O